tert-Butyl (2S,4S)-2-((5-chloro-2,4-difluorophenyl)aminocarbonyl)-4-hydroxy-4-methylpyrrolidine-1-carboxylate ClC=1C(=CC(=C(C1)NC(=O)[C@H]1N(C[C@@](C1)(C)O)C(=O)OC(C)(C)C)F)F